(+)-trans-3-oxo-4,4a,5,7,8,8a-hexahydropyrido[4,3-b][1,4]Oxazine-6-carboxylic acid tert-butyl ester C(C)(C)(C)OC(=O)N1C[C@@H]2[C@H](OCC(N2)=O)CC1